FC1=NC(=CC=C1C=1C=NC=2N(C1)C=C(N2)COC2=CC=CC=C2)F 6-(2,6-difluoropyridin-3-yl)-2-phenoxymethylimidazo[1,2-a]pyrimidine